4-[1-(1-cyclopentyl-4,4-difluorobut-3-en-1-yl)-1H-pyrazol-4-yl]-7H-pyrrolo[2,3-d]-pyrimidine C1(CCCC1)C(CC=C(F)F)N1N=CC(=C1)C=1C2=C(N=CN1)NC=C2